2-AMINOTHIOPHENE-5-CARBOXALDEHYDE NC=1SC(=CC1)C=O